C(C)N(S(=O)(=O)C1=NC=CC=C1)CC N,N-diethylpyridine-2-sulfonamide